C(C=C)[Pd-2](=C1N(C=CN1C1=C(C=CC=C1C(C)C)C(C)C)C1=C(C=CC=C1C(C)C)C(C)C)Cl allyl-[1,3-bis(2,6-diisopropylphenyl)imidazol-2-ylidene]palladium (II) chloride